ClC=1C=C(C(=C(NC2=CC(=C(C=C2)F)F)C1)C#CC1CCOCC1)OCOC 5-chloro-N-(3,4-difluorophenyl)-3-(methoxymethoxy)-2-(2-tetrahydropyran-4-ylethynyl)aniline